N-(3-methoxybenzyl)-4-methyl-N-(4-(4-methylpiperazin-1-yl)benzyl)-5-(morpholinomethyl)oxazol-2-amine COC=1C=C(CN(C=2OC(=C(N2)C)CN2CCOCC2)CC2=CC=C(C=C2)N2CCN(CC2)C)C=CC1